BrC=1C=C(C=C(C1)[N+](=O)[O-])NC(OC1CCC1)=O cyclobutyl (3-bromo-5-nitrophenyl)carbamate